COC1=CC=C(C=C1)N1C(=NC2=CC=C(C=C2C1=O)[N+](=O)[O-])[C@@H]1NCCC1 (R)-3-(4-methoxyphenyl)-6-nitro-2-(pyrrolidin-2-yl)quinazolin-4(3H)-one